di-ammonium terephthalic acid C(C1=CC=C(C(=O)O)C=C1)(=O)O.[NH4+].[NH4+]